CC=1C=C(C=CC1OC1=CC=2N(C=C1)N=CN2)NC2=NC=NC1=CC=C(C=C21)N2C(C(CC2)=C)=O 1-[4-[(3-methyl-4-[[1,2,4]triazolo[1,5-a]pyridin-7-yloxy]phenyl)amino]quinazolin-6-yl]-3-methylidenepyrrolidin-2-one